OCC(C1=CC=CC=C1)SC1=NC=2CCCCC2C(=C1C#N)C=1SC=CC1 2-((2-hydroxy-1-phenylethyl)thio)-4-(thiophen-2-yl)-5,6,7,8-tetrahydroquinoline-3-carbonitrile